9-(6-Chloropyrimidin-4-yl)-4-(6-((4,4-dimethylpiperidin-1-yl)methyl)pyridin-3-yl)-1,4,9-triazaspiro[5.5]undecan-2-one ClC1=CC(=NC=N1)N1CCC2(CN(CC(N2)=O)C=2C=NC(=CC2)CN2CCC(CC2)(C)C)CC1